ClC=1C=C(C(=NC1)CN1N=C2N(C=CC=C2C(F)(F)F)C1=O)F 2-[(5-Chloro-3-fluoropyridin-2-yl)methyl]-3-oxo-8-(trifluoromethyl)-2,3-dihydro[1,2,4]triazolo[4,3-a]pyridin